4-[2-(1-pyrrolidinyl)ethoxy]benzoic acid hydrochloride Cl.N1(CCCC1)CCOC1=CC=C(C(=O)O)C=C1